N-((1r,2r)-1-(3-chloro-4-cyclopropoxyphenyl)-1-hydroxy-3-(pyrrolidin-1-yl)propan-2-yl)-2,2-difluoro-2-(6-(4-fluorophenyl)pyridin-3-yl)acetamide ClC=1C=C(C=CC1OC1CC1)[C@H]([C@@H](CN1CCCC1)NC(C(C=1C=NC(=CC1)C1=CC=C(C=C1)F)(F)F)=O)O